FC=1C=CC(=NC1)[C@@H](C)OC1=CC(=CC=2N1C(=CN2)C#N)C=2N=NN(C2C)C2CCNCC2 5-[(1R)-1-(5-fluoropyridin-2-yl)ethoxy]-7-[5-methyl-1-(piperidin-4-yl)-1,2,3-triazol-4-yl]imidazo[1,2-a]pyridine-3-carbonitrile